C(=O)(O)\C(=C/C(=O)O)\C=C/C(=O)O 3-carboxy-cis-muconic acid